2-[3-({1-[(3S)-2-azabicyclo[2.2.2]octane-3-carbonyl]pyrrolidin-3-yl}methyl)-1H-pyrrolo[2,3-c]pyridin-1-yl]-5-fluoro-N-methyl-N-(propan-2-yl)benzamide C12N[C@@H](C(CC1)CC2)C(=O)N2CC(CC2)CC2=CN(C1=CN=CC=C12)C1=C(C(=O)N(C(C)C)C)C=C(C=C1)F